1-Ethyl 4-(N-(3-(1-((1s,3s)-adamantan-1-ylmethyl)-5-methyl-1H-pyrazol-4-yl)-6-((6-(benzo[d]thiazol-2-ylamino)-5-methylpyridazin-3-yl)(methyl)amino)picolinoyl)sulfamoyl)butanoate C12(CC3CC(CC(C1)C3)C2)CN2N=CC(=C2C)C=2C(=NC(=CC2)N(C)C=2N=NC(=C(C2)C)NC=2SC3=C(N2)C=CC=C3)C(=O)NS(=O)(=O)CCCC(=O)OCC